C(CCCCCCCCCCCCCCCCCCC)(=O)OCCCCCCCCCCCCCCCCCC octadecyl icosanoate